OC1=C(C(=O)NC2=CC(=C(C=C2)S(=O)(=O)O)O)C=C(C=C1C(=O)NC1=CC(=C(C=C1)S(=O)(=O)O)O)O 4-(2,5-dihydroxy-3-(3-hydroxy-4-sulfophenylaminocarbonyl)benzamido)-2-hydroxybenzenesulfonic acid